FC(C1=C(CNC(OC(C)(C)C)=O)C=CC(=C1)C1=NC=NN2C1=CC(=C2)C=2C=NN(C2)C)F tert-butyl (2-(difluoromethyl)-4-(6-(1-methyl-1H-pyrazol-4-yl)pyrrolo[2,1-f][1,2,4]triazin-4-yl)benzyl)carbamate